dichloro-4,4'-diaminodiphenylmethane C1=CC(=CC=C1C(C2=CC=C(C=C2)N)(Cl)Cl)N